(1R,2S,5S)-8-(2-(4-bromophenyl)cyclopropane-1-carbonyl)-3-(diphenylcarbamoyl)-3,8-diazabicyclo[3.2.1]octane-2-carboxylic acid BrC1=CC=C(C=C1)C1C(C1)C(=O)N1[C@H]2[C@H](N(C[C@@H]1CC2)C(N(C2=CC=CC=C2)C2=CC=CC=C2)=O)C(=O)O